ClC=1C=C(C=CC1)C(CO)NC(=O)C1=CN(C=C1C)C1=NC(=NC=C1)NC1=CC=C(C=C1)F N-(1-(3-chloro-phenyl)-2-hydroxyethyl)-1-(2-((4-fluorophenyl)-amino)pyrimidin-4-yl)-4-methyl-1H-pyrrole-3-carboxamide